NCC(=O)N1CCN(CC1)C(=O)C12CC3(CC(CC(C1)C3)(C2)F)F 2-amino-1-[4-(3,5-difluoroadamantane-1-carbonyl)piperazin-1-yl]ethanone